4-(5-chloro-3-(3-fluorophenyl)-1H-indazol-1-yl)-3-fluoro-N-(methylsulfonyl)benzamide ClC=1C=C2C(=NN(C2=CC1)C1=C(C=C(C(=O)NS(=O)(=O)C)C=C1)F)C1=CC(=CC=C1)F